FC1=CC=C(CC=2C=NN(C2)C(=O)N[C@@H]2C(N(C3=C(OC2)C=CC(=C3)C#CC3(CCC3)O)C)=O)C=C1 (S)-4-(4-Fluorobenzyl)-N-(7-((1-hydroxycyclobutyl)ethynyl)-5-methyl-4-oxo-2,3,4,5-tetrahydrobenzo[b][1,4]oxazepin-3-yl)-1H-pyrazol-1-carboxamid